C12CNCC(CC1)N2C2=NC(=NC=1C(=C(C3=C(C21)COC3)C3=NC=C(C2=C3C(=C(S2)N)C#N)F)F)N2C[C@H](CC2)N(C)C 4-(1-(3,8-Diazabicyclo[3.2.1]octan-8-yl)-3-((S)-3-(dimethylamino)pyrrolidin-1-yl)-5-fluoro-7,9-dihydrofuro[3,4-f]quinazolin-6-yl)-2-amino-7-fluorothieno[3,2-c]pyridine-3-carbonitrile